C(C)(C)(C)C(CC)CC(CCC)OC(CC)=O 3-tert-butyl-5-octylpropionate